18-methyl-15,16-dithia-10,12,18-triazapentacyclo[12.2.2.01,12.03,11.04,9]octadeca-4,6,8-triene-13,17-dione CN1C(C23CC4C5=CC=CC=C5NC4N2C(C1SS3)=O)=O